4-[4-(difluoromethoxy)-2-fluoro-phenyl]-6,7-dimethyl-pteridine FC(OC1=CC(=C(C=C1)C1=NC=NC2=NC(=C(N=C12)C)C)F)F